C1(CC1)C1=C(C(=NO1)C1=C(C=CC=C1Cl)Cl)COC1C(CN(CC1)C1=CC=C(/C(/N)=N/O)C=C1)C (Z)-4-(4-((5-cyclopropyl-3-(2,6-dichlorophenyl)isoxazol-4-yl)methoxy)-3-methylpiperidin-yl)-N'-hydroxybenzimidamide